C1(CC1)C1=NC=NC(=C1C1=NC=C2NC(N(C2=N1)CC1=CC=C(C=C1)N1N=C(C=C1C)C(F)(F)F)=O)CC 2-(4-cyclopropyl-6-ethylpyrimidin-5-yl)-9-([4-[5-methyl-3-(trifluoromethyl)pyrazol-1-yl]phenyl]methyl)-7H-purin-8-one